C1(CC1)C=1N=CC=2C3=C(C=C(C2C1)S(=O)(=O)NCC(C)C)[C@@H](CC3)N3C(=NN=C3)NCC (7R)-3-cyclopropyl-7-[3-(ethylamino)-1,2,4-triazol-4-yl]-N-(2-methylpropyl)-8,9-dihydro-7H-cyclopenta[H]isoquinoline-5-sulfonamide